COC1=CC=C(C=N1)CNC1=CC=C2C(=CC(OC2=C1)=O)C1=C(C=CC=C1)C 7-(((6-methoxypyridin-3-yl)methyl)amino)-4-(o-tolyl)-2H-chromen-2-one